NC1=CC=C(C=C1)NC=1N=C(C2=C(N1)C=CS2)NC2=C(SC=C2)C(=O)NC 3-((2-((4-aminophenyl)amino)thieno[3,2-d]pyrimidin-4-yl)amino)-N-methylthiophene-2-carboxamide